4-Fluoro-3-methoxyaniline FC1=C(C=C(N)C=C1)OC